ClC1=CC=C(C=C1)C1=CC=C(O1)C(CC(=O)O)O 3-[5-(4-Chlorophenyl)furan-2-yl]-3-hydroxypropionic acid